C(C)C(/C(=C/C(=O)C1=CC(=C(C=C1)C#N)F)/O)[O-] ethyl-(Z)-4-(4-cyano-3-fluorophenyl)-2-hydroxy-4-oxobut-2-enolate